(1r,3r)-3-Aminocyclobutyl 4-nitrobenzoate trifluoroacetic acid salt FC(C(=O)O)(F)F.[N+](=O)([O-])C1=CC=C(C(=O)OC2CC(C2)N)C=C1